19,20-dihydro-19-oxo-5H-18,21-ethano-12,14-etheno-6,10-metheno-22H-benzo[d]imidazo[4,3-k][1,6,9,12]oxatriazacyclooctadecine-9-carbonitrile O=C1N2C=3C=4C=C(OC=5C(=CC=C(CN6C(CN(C1)CC2)=CN=C6)C5)C#N)C=CC4C=CC3